2,6-Diisopropylnaphthalene C(C)(C)C1=CC2=CC=C(C=C2C=C1)C(C)C